1-Benzyl-quinolinium bis(trifluoromethanesulfonyl)imide [N-](S(=O)(=O)C(F)(F)F)S(=O)(=O)C(F)(F)F.C(C1=CC=CC=C1)[N+]1=CC=CC2=CC=CC=C12